(rac)-6-cyano-1-methyl-4-[4-methyl-4-(5-methyl-1,3-benzoxazol-2-yl)piperidin-1-yl]-2-oxo-7-[(oxolan-3-yl)oxy]-1,2-dihydroquinoline-3-carboxamide C(#N)C=1C=C2C(=C(C(N(C2=CC1O[C@H]1COCC1)C)=O)C(=O)N)N1CCC(CC1)(C=1OC2=C(N1)C=C(C=C2)C)C |r|